C(C1=CC=CC=C1)OC1=C(C=C(C(=O)NC=2SC(=CN2)C2=CC=C(C=C2)F)C=C1F)C1OCC(CO1)(C)C 4-(Benzyloxy)-3-(5,5-dimethyl-1,3-dioxan-2-yl)-5-fluoro-N-(5-(4-fluorophenyl)thiazol-2-yl)benzamide